1,2,3,4-tetraphenyl-5-phenylsulfanyl-bicyclo[2.2.1]hept-2-en-7-one C1(=CC=CC=C1)C12C(=C(C(C(C1)SC1=CC=CC=C1)(C2=O)C2=CC=CC=C2)C2=CC=CC=C2)C2=CC=CC=C2